ClC1=C2C(=CN=CC2=CC=C1)C1=C(C=2N=C(N=C(C2C=N1)N1C[C@@H](N(CC1)C(C(=C)F)=O)CC#N)OC[C@H]1N(C[C@@H](C1)F)C)F 2-[(2s)-4-[7-(5-chloro-4-isoquinolyl)-8-fluoro-2-[[(2S,4R)-4-fluoro-1-methyl-pyrrolidin-2-yl]methoxy]pyrido[4,3-d]pyrimidin-4-yl]-1-(2-fluoroprop-2-enoyl)piperazin-2-yl]acetonitrile